5-{4-(dibenzofuran-3-yl)phenyl}-2-{4-(phenanthren-9-yl)phenyl}pyrimidine C1=CC(=CC=2OC3=C(C21)C=CC=C3)C3=CC=C(C=C3)C=3C=NC(=NC3)C3=CC=C(C=C3)C=3C2=CC=CC=C2C=2C=CC=CC2C3